The molecule is a polyunsaturated fatty acid that is deca-2,8-dien-4-ynoic acid substituted at position 10 by a hydroxy group (the 2E,8E-geoisomer) It has a role as a metabolite. It is a straight-chain fatty acid, a medium-chain fatty acid, an acetylenic fatty acid and a hydroxy polyunsaturated fatty acid. C(CC#C/C=C/C(=O)O)/C=C/CO